COC1=C(C=CC(=C1)N)NC(C1=CC(=CC=C1)C)=O N-(2-methoxy-4-aminophenyl)-3-methylbenzamide